2-Methyl-2-piperazin-1-yl-propionitrile hydrochloride Cl.CC(C#N)(C)N1CCNCC1